2-Fluoro-5-((6-fluoro-2H-pyrrolo[3,2-b]pyridin-5-yl)oxy)benzimidamide FC1=C(C(N)=N)C=C(C=C1)OC=1C(=CC=2C(N1)=CCN2)F